S-(fluoromethyl)-benzothioate FCS=C(C1=CC=CC=C1)[O-]